C(C1=CC=CC=C1)OC(=O)N1CCC(CC1)CCOC([2H])([2H])C1CCN(CC1)C(=O)OC(C)(C)C 4-(2-((1-(tert-butyloxycarbonyl)piperidin-4-yl)methoxy-d2)ethyl)piperidine-1-carboxylic acid benzyl ester